FC(OC1=CC=C(C=C1)C1=CN=C2N1C=CN=C2NC2=CC(=C(C(=O)N1CCN(CC1)C(=O)N)C=C2)C)F 4-(4-((3-(4-(di-fluoromethoxy)phenyl)imidazo[1,2-a]pyrazin-8-yl)amino)-2-methyl-benzoyl)piperazine-1-carboxamide